(2R,3R,4S,5R,6R)-6-((5-(tert-butyl)isoxazol-3-yl)methyl)-4-(4-(3-chloro-4,5-difluorophenyl)-1H-1,2,3-triazol-1-yl)-2-(hydroxymethyl)-5-methoxytetrahydro-2H-pyran-3-ol C(C)(C)(C)C1=CC(=NO1)C[C@@H]1[C@@H]([C@H]([C@H]([C@H](O1)CO)O)N1N=NC(=C1)C1=CC(=C(C(=C1)F)F)Cl)OC